N-[(1s,1'S,14R,17s)-spiro[8,12,16-trioxa-3,22-diazatetracyclo[15.2.2.110,13.02,7]docosa-2,4,6,10,13(22)-pentaene-14,3'-cyclopentane]-1'-yl]methanesulfonamide [C@H]1(C[C@@]2(CC1)C=1OC=C(COC3=CC=CN=C3C3CCC(OC2)CC3)N1)NS(=O)(=O)C